C(C)N(C(C1=C(C=CC(=C1)F)C1=C2C=NN(C2=CC(=C1)C1CN(C1)[C@@H](C(C)C)CCCN1CCC(CC1)OC)C)=O)C(C)C N-ethyl-5-fluoro-2-(6-{1-[(3R)-6-(4-methoxypiperidin-1-yl)-2-methylhexane-3-yl]azetidin-3-yl}-1-methyl-1H-indazol-4-yl)-N-(isopropyl)benzamide